Cl.FC1=CC=C(C=C1)[C@H]1[C@@H](CNCC1)COC=1C=C(C(=O)O)C=CC1 3-(((3S,4R)-4-(4-fluorophenyl)piperidin-3-yl)methoxy)-benzoic acid hydrochloride